N-methyl-cytosine ethyl-4-oxo-3,4-dihydroquinazolin-2-carboxylate C(C)N1C(=NC2=CC=CC=C2C1=O)C(=O)O.CNC1=NC(NC=C1)=O